L-3-(2-naphthyl)-alanine C1=C(C=CC2=CC=CC=C12)C[C@H](N)C(=O)O